1,3-dimethoxypropane COCCCOC